C(CCCCC)C1=NC2=C3N=C(C=CC3=CC=C2C=C1)CCCCCC 2,9-dihexyl-1,10-phenanthroline